CSCS(=O)C methyl (methylthio)methyl sulfoxide